trans-1-(6-((3-methoxyphenyl)amino)pyrimidin-4-yl)-4-(3,4-Dihydroisoquinolin-2(1H)-yl)piperidin-3-ol COC=1C=C(C=CC1)NC1=CC(=NC=N1)N1C[C@H]([C@@H](CC1)N1CC2=CC=CC=C2CC1)O